O=C1NC(CCC1N1C(N(C2=C1C=CC(=C2)CCN2CC1(C2)CCN(CC1)CC1CCC(CC1)NC(OC(C)(C)C)=O)C)=O)=O tert-butyl N-[4-[[2-[2-[1-(2,6-dioxo-3-piperidyl)-3-methyl-2-oxo-benzimidazol-5-yl] ethyl]-2,7-diazaspiro[3.5]nonan-7-yl]methyl]cyclohexyl]carbamate